benzyl-trimethyl-ammonium chloride [Cl-].C(C1=CC=CC=C1)[N+](C)(C)C